C(C)(C)OC1=CC=C2CC(C(C2=C1)=O)C 6-isopropoxy-2-methyl-2,3-dihydro-1H-inden-1-one